dimethyl-pentamethylcyclopentadienyl-(1-pentyl-3,6,7,8-tetrahydro-as-indacenyl)hafnium C[Hf](C1=C(C2=C3CCCC3=CC=C2C1)CCCCC)(C1(C(=C(C(=C1C)C)C)C)C)C